BrC1=CC=2OC[C@@H](C(N(C2N=C1)C)=O)NC(C1=NC=CC(=C1)OC1=CC=CC=C1)=O (S)-N-(8-bromo-5-methyl-4-oxo-2,3,4,5-tetrahydropyrido[3,2-b][1,4]Oxazepin-3-yl)-4-phenoxypicolinamide